2-(4-(bicyclo[1.1.1]pentan-1-yl)-5-chloro-2-methylphenyl)-4-oxo-1,4-dihydro-1,6-naphthyridine-5-carboxamide C12(CC(C1)C2)C2=CC(=C(C=C2Cl)C=2NC=1C=CN=C(C1C(C2)=O)C(=O)N)C